FC1=CC=C(C=C1)[C@@H]1N(CCC2=CC=CC=C12)C(=O)NC1(CC(C1)NC(OC(C)(C)C)=O)C tert-butyl ((cis)-3-((S)-1-(4-fluorophenyl)-1,2,3,4-tetrahydroisoquinoline-2-carboxamido)-3-methylcyclobutyl)carbamate